(R,Z)-3-(4-chlorophenyl)-N'-((1-methyl-1H-pyrazol-4-yl)sulfonyl)-4-phenyl-N-(2-sulfamoylethyl)-4,5-dihydro-1H-pyrazole-1-carboximidamide ClC1=CC=C(C=C1)C1=NN(C[C@H]1C1=CC=CC=C1)\C(\NCCS(N)(=O)=O)=N/S(=O)(=O)C=1C=NN(C1)C